tin-bismuth-indium-lead [Pb].[In].[Bi].[Sn]